(methyl)acrylic acid-N,N-dimethylamino ester CN(C)OC(C(=C)C)=O